OC[C@H]1O[C@H]([C@@H]([C@@H]1O)O)N1C2=NC=NC(=C2N=C1)N/N=C/C1=CC=C(C=C1)OCCC (2R,3S,4R,5R)-2-(hydroxymethyl)-5-{6-{2-[(E)-4-propoxybenzylidene]hydrazino}-9H-purin-9-yl}tetrahydrofuran-3,4-diol